(hydroxymethyl)-7,12-dimethyl-1,6,9,12-tetraazabicyclo[11.3.1]heptadecane OCC1N2CCCC(N(CCNCC(NCCC1)C)C)C2